N-(4,4-diethyl-7-(trifluoromethyl)-4H-chromeno[4,3-d]thiazol-2-yl)-2,4,6-trimethoxypyrimidine-5-carboxamide C(C)C1(OC=2C=C(C=CC2C=2N=C(SC21)NC(=O)C=2C(=NC(=NC2OC)OC)OC)C(F)(F)F)CC